1-(4-(3-methoxycyclobutyl)pyridin-2-yl)-N-(1-methyl-1H-indazol-7-yl)-1H-pyrazole-4-sulfonamide COC1CC(C1)C1=CC(=NC=C1)N1N=CC(=C1)S(=O)(=O)NC=1C=CC=C2C=NN(C12)C